FC=1C=C(C=CC1)C1=CC(=CC=C1)C(=O)O 3'-fluoro-[1,1'-biphenyl]-3-carboxylic acid